tert-butyl N-methyl-N-[3-[3-[3-methyl-1-(1-methyl-2,6-dioxo-3-piperidyl)-2-oxo-benzimidazol-4-yl]propoxy]propyl]carbamate CN(C(OC(C)(C)C)=O)CCCOCCCC1=CC=CC=2N(C(N(C21)C)=O)C2C(N(C(CC2)=O)C)=O